2,2-bis(hydroxymethyl)propane-1,3-diyl bis(8-((2-butyloctanoyl)oxy)octanoate) C(CCC)C(C(=O)OCCCCCCCC(=O)OCC(COC(CCCCCCCOC(C(CCCCCC)CCCC)=O)=O)(CO)CO)CCCCCC